3-[4-[3-[4-[(4-Methylpiperazin-1-yl)methyl]phenyl]-3-oxoprop-1-enyl]phenyl]prop-2-enoic acid CN1CCN(CC1)CC1=CC=C(C=C1)C(C=CC1=CC=C(C=C1)C=CC(=O)O)=O